[N+](=O)([O-])C1=C(OOC=CC=C1)[N+](=O)[O-] dinitrodioxocin